C(CCCCCN)N 1,6-Hexandi-amin